CC1=C(C(=C(C1([Hf]C1(C=CC2=CC=3CC(CC3C=C12)(C)C)CCCCCCCC)C)C)C)C pentamethylcyclopentadienyl(1-n-octyl-6,6-dimethyl-1,5,6,7-tetrahydro-s-indacenyl)hafnium